(R)-3-isopropenyl-6-heptenal C(=C)(C)[C@@H](CC=O)CCC=C